Methyl 4-(5-methyl-2-((1-(piperidin-4-yl)-1H-pyrazol-4-yl)amino)pyrimidin-4-yl)benzoate Hydrochloride Cl.CC=1C(=NC(=NC1)NC=1C=NN(C1)C1CCNCC1)C1=CC=C(C(=O)OC)C=C1